CC1=NC(=CC(=C1)C#CC1=NC=2CC(CCC2C=C1NC(C(F)(F)F)=O)NC([O-])=O)C (2-((2,6-dimethylpyridin-4-yl)ethynyl)-3-(2,2,2-trifluoroacetylamino)-5,6,7,8-tetrahydro quinolin-7-yl)carbamate